ClC=1C(=C(C=CC1)NC1=NC=NC2=CC=C(C=C12)NC1CN(C1)C(=O)OC(C)(C)C)F tert-butyl 3-((4-((3-chloro-2-fluoro-phenyl)amino)quinazolin-6-yl)amino)azetidine-1-carboxylate